(2R)-2-[4-[(6-chloro-2-benzoxazolyl)oxy]phenoxy]-N-(2-fluorophenyl)-N-methylpropanamide ClC1=CC2=C(N=C(O2)OC2=CC=C(O[C@@H](C(=O)N(C)C3=C(C=CC=C3)F)C)C=C2)C=C1